CC=1C=C(CNCCCCOC2CN(C2)C2=NC3=C(C4=CN=CC=C24)C=CC=C3)C=CC1OC(F)(F)F 5-(3-(4-((3-methyl-4-(trifluoro-methoxy)benzyl)amino)butoxy)azetidin-1-yl)benzo[c][2,6]naphthyridine